(3aR,6aS)-5-(5-fluoro-4-(2-hydroxyprop-2-yl)pyrimidin-2-yl)hexahydropyrrolo[3,4-c]pyrrole FC=1C(=NC(=NC1)N1C[C@H]2[C@@H](C1)CNC2)C(C)(C)O